C(C)(C)(C)OC(=O)N([C@@H](CN(C([C@@H](CC(=O)OC(C)(C)C)N(C)C)=O)C)CC1=CC=C(C=C1)Cl)C tert-butyl (R)-4-(((R)-2-((tert-butoxycarbonyl)(methyl)amino)-3-(4-chlorophenyl)propyl)-(methyl)amino)-3-(dimethylamino)-4-oxobutanoate